(M)-1-(4-bromo-2-methoxyphenyl)-2-oxo-1,2-dihydroquinoline-6-sulfonic acid perfluorophenyl ester FC1=C(C(=C(C(=C1F)F)F)F)OS(=O)(=O)C=1C=C2C=CC(N(C2=CC1)C1=C(C=C(C=C1)Br)OC)=O